C1=CC=C(C(=C1)C2=CC=CC=C2C(=O)[O-])C(=O)[O-] The molecule is a dicarboxylic acid dianion obtained by deprotonation of both carboxy groups of diphenic acid. It is a conjugate base of a diphenate(1-).